ClN1C=NC=2C=NC=CC21 chloro-1H-imidazo[4,5-c]pyridin